ClC1=CC(=C(C=C1)NC=1C(C(=O)O)=CC=CC1)N N-(4-chloro-2-aminophenyl)anthranilic acid